dimethyl 2-((3-(2-cyano-4-(pyridin-2-yloxy)phenyl)-1,2,4-oxadiazol-5-yl)methyl)malonate C(#N)C1=C(C=CC(=C1)OC1=NC=CC=C1)C1=NOC(=N1)CC(C(=O)OC)C(=O)OC